C=1N=CN2C1C1=CC=CC=C1[C@H]2C2=NN1C(C(CCC1)O)=C2C ((S)-5H-imidazo[5,1-a]isoindol-5-yl)-3-methyl-4,5,6,7-tetrahydropyrazolo[1,5-a]pyridin-4-ol